OC1(CCN(CC1)C(C[C@@H](C)C1=CC=CC=C1)=O)CN1C=NC=2C(C1=O)=CSC2C=2C=C1CC(CC1=CC2)NC 3-((4-hydroxy-1-((R)-3-phenylbutyryl)piperidin-4-yl)methyl)-7-(2-(methylamino)-2,3-dihydro-1H-inden-5-yl)thieno[3,4-d]pyrimidin-4(3H)-one